N-(5-chloro-6-(trifluoromethyl)pyridin-2-yl)-1H-indol-5-amine ClC=1C=CC(=NC1C(F)(F)F)NC=1C=C2C=CNC2=CC1